C1(CCCC1)C1=C(C(=O)N)C=CC=C1 cyclopentyl-benzamide